3-(4-((S)-2-((tert-butoxycarbonyl)amino)-2-cyclohexylacetamido)-2,5-difluorophenyl)-4-chloro-2-methylpyridine 1-oxide C(C)(C)(C)OC(=O)N[C@H](C(=O)NC1=CC(=C(C=C1F)C=1C(=[N+](C=CC1Cl)[O-])C)F)C1CCCCC1